FC1=CC=C(CO[C@H]2CNCC2)C=C1 (R)-3-((4-fluorobenzyl)oxy)pyrrolidine